methyl 2-((4-((6-((4-cyano-2-fluorophenoxy)methyl)pyridin-2-yl)methyl)piperazin-1-yl)methyl)-1-((1-ethyl-1H-imidazol-5-yl)methyl)-1H-benzo[d]imidazole-6-carboxylate C(#N)C1=CC(=C(OCC2=CC=CC(=N2)CN2CCN(CC2)CC2=NC3=C(N2CC2=CN=CN2CC)C=C(C=C3)C(=O)OC)C=C1)F